ClC1=CC(=C(CNC(=O)C2CCN(CC2)CCC2=CC=CC=C2)C=C1)OC(F)(F)F N-(4-chloro-2-(trifluoromethoxy)benzyl)-1-phenethylpiperidine-4-carboxamide